tert-butyl (1-(2-bromo-4-chlorobenzyl)cyclopropyl)carbamate BrC1=C(CC2(CC2)NC(OC(C)(C)C)=O)C=CC(=C1)Cl